3-(3-(((2-(tert-butoxy)-2-oxoethyl)(2-((2-(tert-butoxy)-2-oxoethyl)(5-(3-(tert-butoxy)-3-oxopropyl)-2-hydroxybenzyl)amino)ethyl)amino)methyl)-4-hydroxyphenyl)propanoic acid C(C)(C)(C)OC(CN(CCN(CC1=C(C=CC(=C1)CCC(=O)OC(C)(C)C)O)CC(=O)OC(C)(C)C)CC=1C=C(C=CC1O)CCC(=O)O)=O